1,3-cyclopropanedimethanol tert-butyl-(2S,4R)-2-((1H-pyrazol-1-yl)methyl)-4-aminopyrrolidine-1-carboxylate C(C)(C)(C)[C@]1(N(C[C@@H](C1)N)C(=O)OCC1CC1CO)CN1N=CC=C1